COC1=C(C=C(C=C1)OC)CCNCC1=C(C=CC=C1)OC 2-(2,5-dimethoxy-phenyl)-N-[(2-methoxyphenyl)methyl]ethylamine